The molecule is a methyl-branched fatty acyl-CoA obtained from the formal condensation of the thiol group of coenzyme A with the carboxy group of isotridecanoic acid It is a methyl-branched fatty acyl-CoA and a medium-chain fatty acyl-CoA. It is a conjugate acid of an isotridecanoyl-CoA(4-). CC(C)CCCCCCCCCC(=O)SCCNC(=O)CCNC(=O)[C@@H](C(C)(C)COP(=O)(O)OP(=O)(O)OC[C@@H]1[C@H]([C@H]([C@@H](O1)N2C=NC3=C(N=CN=C32)N)O)OP(=O)(O)O)O